(1r,5s)-3-(6-chloro-5-cyano-2-methylsulfonyl-pyrimidin-4-yl)-3,8-diazabicyclo[3.2.1]octane-8-carboxylic acid tert-butyl ester C(C)(C)(C)OC(=O)N1[C@H]2CN(C[C@@H]1CC2)C2=NC(=NC(=C2C#N)Cl)S(=O)(=O)C